3'-(3-(4-(((1-carboxyethyl)amino)methyl)-1H-1,2,3-triazol-1-yl)propoxy)-2,2'-dimethyl-[1,1'-biphenyl] C(=O)(O)C(C)NCC=1N=NN(C1)CCCOC=1C(=C(C=CC1)C1=C(C=CC=C1)C)C